C(C)(=O)OC1CCCC(C1)C 5-methylcyclohexyl acetate